N-(3-Chloro-5-fluorophenyl)-2-(3,3-difluorocyclopentyl)-2-(4-(2-methyl-2H-tetrazol-5-yl)phenyl)acetamide ClC=1C=C(C=C(C1)F)NC(C(C1=CC=C(C=C1)C=1N=NN(N1)C)C1CC(CC1)(F)F)=O